3,5-dimethoxy-4-formylphenyl-boric acid COC=1C=C(C=C(C1C=O)OC)OB(O)O